N-(benzo[c][1,2,5]thiadiazol-5-ylmethyl)-3-((7-chloroisoquinolin-1-yl)amino)benzenesulfonamide N=1SN=C2C1C=CC(=C2)CNS(=O)(=O)C2=CC(=CC=C2)NC2=NC=CC1=CC=C(C=C21)Cl